C(C)(=O)NC1=CC=C(C(=N1)C(=O)N[C@@H]1[C@H](CCC1)C(=O)OC)N1N=CC=N1 methyl (1S,2S)-2-(6-acetamido-3-(2H-1,2,3-triazol-2-yl)picolinamido)cyclopentane-1-carboxylate